Ethyl 2-((4-(trifluoromethyl)benzyl)amino)pyrimidine-5-carboxylate FC(C1=CC=C(CNC2=NC=C(C=N2)C(=O)OCC)C=C1)(F)F